COP(=O)(OC)CP(OC1=C(C(=CC(=C1)CCCCC)O)C1CCCC(=C1)C)(OC)=O 6-hydroxy-5'-methyl-4-pentyl-1',2',3',4'-tetrahydro-[1,1'-biphenyl]-2-yl methyl ((dimethoxyphosphoryl)methyl)phosphonate